(3-methylazetidin-3-yl)-5-(piperidin-1-ylmethyl)-5,6-dihydro-1,4,2-dioxazine CC1(CNC1)C1=NOCC(O1)CN1CCCCC1